CC=1C=C2C(=NNC2=CC1C=1C=C(C=2N(C1)N=CN2)C)NCCN2CCCC2 5-methyl-6-(8-methyl-[1,2,4]triazolo[1,5-a]pyridin-6-yl)-N-(2-(pyrrolidin-1-yl)ethyl)-1H-indazol-3-amine